Ethyl 3-(3-(ethoxycarbonyl)-1-(2-((3-(trifluoromethyl) tetrahydrofuran-3-yl) oxy) ethyl) thioureido)-1H-pyrrole-2-carboxylate C(C)OC(=O)NC(N(CCOC1(COCC1)C(F)(F)F)C1=C(NC=C1)C(=O)OCC)=S